Tert-butyl neoheptanoate C(CCC(C)(C)C)(=O)OC(C)(C)C